FC(C1=CC(=C(OCC2=C(C=C(C#N)C=C2)OC)C=C1)C(F)(F)F)F 4-[[4-(difluoromethyl)-2-(trifluoromethyl)phenoxy]methyl]-3-methoxy-benzonitrile